NC(C(=O)O)CCCCCC alpha-aminooctanoic acid